ethyl 3-[1-(4-chlorobutyl)-4-methyl-benzotriazol-5-yl]-3-[3-[(7-fluoro-6-hydroxy-2,2-dioxo-4H-1,2λ6,3-benzoxathiazin-3-yl)methyl]-4-methyl-phenyl]propanoate ClCCCCN1N=NC2=C1C=CC(=C2C)C(CC(=O)OCC)C2=CC(=C(C=C2)C)CN2S(OC1=C(C2)C=C(C(=C1)F)O)(=O)=O